N1-(2,6-diethyl-phenyl)-N2-((S)-1-(((S)-4-hydroxy-3-oxo-1-((S)-2-oxopyrrolidin-3-yl)butan-2-yl)amino)-4-methyl-1-oxopentan-2-yl)oxalamide C(C)C1=C(C(=CC=C1)CC)NC(C(=O)N[C@H](C(=O)N[C@@H](C[C@H]1C(NCC1)=O)C(CO)=O)CC(C)C)=O